2-bromo-3-chlorobenzoic acid BrC1=C(C(=O)O)C=CC=C1Cl